3-bromoquinoline-6-ol BrC=1C=NC2=CC=C(C=C2C1)O